CS(=O)(=O)C1=C(C=CC=C1)C1=C(SC2=C1NC(=C2CN2CCOCC2)C(=O)N)C (2-methanesulfonylphenyl)-2-methyl-6-(morpholin-4-ylmethyl)-4H-thieno[3,2-b]pyrrole-5-carboxamide